3-aminopropyl (E)-3-(pyridin-2-yl)acrylate hydrochloride Cl.N1=C(C=CC=C1)/C=C/C(=O)OCCCN